1-(5-isoquinolinesulfonyl)homopiperazin C1=NC=CC=2C(=CC=CC12)S(=O)(=O)N1CCNCCC1